N1CCOCC1.N1N=NC2=C1C=CC=C2 benzotriazole morpholine salt